O=C1CCC(N1CC=1C=NC=CC1)C(C(=O)O)C 2-[5-oxo-1-(pyridin-3-ylmethyl)pyrrolidin-2-yl]propionic acid